O1CCC(CC1)N1C(C2=C3C(C=CC3=C3C(C=C2)=C(C=NN3)C(F)(F)F)=N1)=O 4-(tetrahydro-2H-pyran-4-yl)-8-(trifluoromethyl)-4,11-dihydro-5H-3,4,10,11-tetraazadibenzo[cd,h]azulen-5-one